C1(=CC=CC=C1)P(CCP(C1=CC=CC=C1)CCP(C1=CC=CC=C1)C1=CC=CC=C1)C1=CC=CC=C1 bis[2-(diphenylphosphino)ethyl]phenylphosphine